(E)-1-(5-bromo-3-hydroxy-2,3-dihydrobenzofuran-2-yl)-3-phenylprop-2-en-1-one BrC=1C=CC2=C(C(C(O2)C(\C=C\C2=CC=CC=C2)=O)O)C1